N[C@@H](CO)CC1OCCC1 (2R)-2-amino-3-tetrahydrofuran-2-yl-propan-1-ol